(R)-tert-Butyl 4-(2-(4-(3-(3-chloro-4-cyanophenyl)-5,5-dimethyl-4-oxo-2-thioxoimidazolidin-1-yl)-2-ethylphenoxy)ethyl)-2-methylpiperazine-1-carboxylate ClC=1C=C(C=CC1C#N)N1C(N(C(C1=O)(C)C)C1=CC(=C(OCCN2C[C@H](N(CC2)C(=O)OC(C)(C)C)C)C=C1)CC)=S